NC1=CC=C(C(=C1C(=O)N(C)C)F)C=1C(=C2C(=NC1)NCC21CCCCC1)Cl 6-Amino-3-(4'-chloro-1',2'-dihydrospiro[cyclohexane-1,3'-pyrrolo[2,3-b]pyridin]-5'-yl)-2-fluoro-N,N-dimethylbenzamide